C(C)(C)(C)NS(=O)(=O)C=1C=C(C=CC1)NC(C1=C(C=NC=C1)N1CCC2(CC2)CC1)=O N-(3-(N-(tert-butyl)sulfamoyl)phenyl)-3-(6-azaspiro[2.5]octan-6-yl)isonicotinamide